8-(2-Fluoro-3-(trifluoromethyl)phenyl)-9-(4-((1-(3-fluoropropyl)azetidin-3-yliden)methyl)phenyl)-6,7-dihydro-5H-benzo[7]annulen FC1=C(C=CC=C1C(F)(F)F)C=1CCCC2=C(C1C1=CC=C(C=C1)C=C1CN(C1)CCCF)C=CC=C2